ClC=1C(=NC(=NC1)NC1=C(C=C(C=C1)N1CCNCC1)F)NC1=C(C#N)C(=CC=C1)OCC1=C(C=CC=C1)F 2-((5-chloro-2-((2-fluoro-4-(piperazin-1-yl)phenyl)amino)pyrimidin-4-yl)amino)-6-((2-fluorobenzyl)oxy)benzonitrile